BrC=1C=C(C(=O)S(C)(C)(=C)Br)C=CC1 3-(bromo)benzoylmethylidenedimethyl-sulfur bromide